N-o-tolylurea C1(=C(C=CC=C1)NC(=O)N)C